4-(trifluoro-methoxy)benzamid FC(OC1=CC=C(C(=O)N)C=C1)(F)F